ethyl 2-(4-(((trifluoromethyl)sulfonyl)oxyl)cyclohex-3-en-1-yl)acetate FC(S(=O)(=O)OC1=CCC(CC1)CC(=O)OCC)(F)F